1-(2-hydroxyethyl)-3,3-dimethyl-indoline OCCN1CC(C2=CC=CC=C12)(C)C